C(C#CC)N1N=C2C(N(C(C=C2N2[C@H](CN([C@@H](C2)CC)C(C)C2=CC3=C(OC(O3)(F)F)C=C2)C)=O)C)=C1 2-(but-2-yn-1-yl)-7-((2S,5R)-4-(1-(2,2-difluorobenzo[d][1,3]dioxol-5-yl)ethyl)-5-ethyl-2-methylpiperazin-1-yl)-4-methyl-2,4-dihydro-5H-pyrazolo[4,3-b]pyridin-5-one